N-[[6-(4-methoxy-1-piperidyl)-2-pyridyl]sulfonyl]-2-(2,2,4-trimethylpyrrolidin-1-yl)pyridine-3-carboxamide COC1CCN(CC1)C1=CC=CC(=N1)S(=O)(=O)NC(=O)C=1C(=NC=CC1)N1C(CC(C1)C)(C)C